1-(3-((7-Methoxy-4-((3-methyl-4-((1-methyl-1H-benzo[d]imidazol-5-yl)oxy)phenyl)amino)quinazolin-6-yl)oxy)-8-azabicyclo[3.2.1]octan-8-yl)prop-2-en-1-one COC1=C(C=C2C(=NC=NC2=C1)NC1=CC(=C(C=C1)OC1=CC2=C(N(C=N2)C)C=C1)C)OC1CC2CCC(C1)N2C(C=C)=O